2-(4-Cyclopropyl-6-methoxypyrimidin-5-yl)-4-hydrazino-7,8-dihydroquinazolin-5(6H)-one C1(CC1)C1=NC=NC(=C1C1=NC=2CCCC(C2C(=N1)NN)=O)OC